C1(CCC1)C1=CC(=NN1)NC1=NC(=NC=C1)N1C2CC(C1)(C2)CN(C(OCC2=CC=CC=C2)=O)C Benzyl N-[[2-[4-[(5-Cyclobutyl-1H-pyrazol-3-yl)amino]pyrimidin-2-yl]-2-azabicyclo[2.1.1]hexan-4-yl]methyl]-N-methyl-carbamate